COC1=C(C(=CC=C1)C1=CC=CC=C1)C=O methoxy-[1,1'-biphenyl]-2-formaldehyde